methyl 2-(6-chloropyridin-3-yl)acetate ClC1=CC=C(C=N1)CC(=O)OC